2-(phenoxymethyl)oxirane O(C1=CC=CC=C1)CC1OC1